C1=C(C=CC=2C(C3=CC=CC=C3C(C12)=O)=O)C(C)N(C(O)=O)C1CCCCC1 1-(anthraquinone-2-yl)ethyl-N-cyclohexylcarbamic acid